NCCC1=CN(C=2C=CC3=C(C12)CCCO3)C 1-(2-aminoethyl)-3-methyl-8,9-dihydropyrano[3,2-e]indole